2-((4-(Difluoromethoxy)-3-(3-methyl-6-(pyrazolo[1,5-a]pyrimidin-3-yl)-1H-pyrazolo[4,3-c]pyridin-1-yl)phenyl)thio)-N-methylacetamide FC(OC1=C(C=C(C=C1)SCC(=O)NC)N1N=C(C=2C=NC(=CC21)C=2C=NN1C2N=CC=C1)C)F